(R)-1-((3aR,5R,6S,6aS)-6-fluoro-2,2-dimethyltetrahydrofuro[2,3-d][1,3]dioxol-5-yl)ethane-1,2-diol F[C@H]1[C@H](O[C@@H]2OC(O[C@@H]21)(C)C)[C@@H](CO)O